CN(C)\C=N\C(C1=CN=CC(=C1)C1=C(C=CC(=C1)O)OC)=O (E)-N-((dimethylamino)methylene)-5-(5-hydroxy-2-methoxyphenyl)nicotinamide